ClC=1C(=NC(=NC1)NC=1C=C(C=NC1)N1C(C2(CC1)CCN(CC2)C(CC2CCN(CC2)C2=CC=C(C=C2)NC2C(NC(CC2)=O)=O)=O)=O)C2=CC(=CC=C2)C2CCCCC2 3-((4-(4-(2-(2-(5-((5-chloro-4-(3-cyclohexylphenyl)pyrimidin-2-yl)amino)pyridin-3-yl)-1-oxo-2,8-diazaspiro[4.5]decan-8-yl)-2-oxoethyl)piperidin-1-yl)phenyl)amino)piperidine-2,6-dione